(1s,4s)-4-(3-bromoanilino)-1',2'-dimethyl-1',2'-dihydrospiro[cyclohexane-1,3'-indole]-4-carboxylic acid BrC=1C=C(NC2(CCC3(C(N(C4=CC=CC=C34)C)C)CC2)C(=O)O)C=CC1